5-(2,2'-dichloro-3'-(5-formyl-6-(methylamino)pyrazin-2-yl)-[1,1'-biphenyl]-3-yl)-3-methoxypyrazine-2-carbaldehyde ClC1=C(C=CC=C1C=1N=C(C(=NC1)C=O)OC)C1=C(C(=CC=C1)C1=NC(=C(N=C1)C=O)NC)Cl